(E)-1-chloro-4-(3-tosylprop-1-en-1-yl)benzene tert-butyl-2-[1-[3-(2,6-dibenzyloxy-3-pyridyl)-1-methyl-indazol-6-yl]-4-hydroxy-4-piperidyl]acetate C(C)(C)(C)OC(CC1(CCN(CC1)C1=CC=C2C(=NN(C2=C1)C)C=1C(=NC(=CC1)OCC1=CC=CC=C1)OCC1=CC=CC=C1)O)=O.ClC1=CC=C(C=C1)\C=C\CS(=O)(=O)C1=CC=C(C)C=C1